2-bromo-5-(bromomethyl)thiazole-4-carboxylic acid methyl ester COC(=O)C=1N=C(SC1CBr)Br